FC1=C(C(=O)N2CC3COCC(C2)C3N3CC(C3)(N3N=CC(=C3)C=3C2=C(N=CN3)NC=C2)CC#N)C=CN=C1C(F)(F)F {1-{7-[3-Fluoro-2-(trifluoromethyl)isonicotinoyl]-3-oxa-7-azabicyclo[3.3.1]non-9-yl}-3-[4-(7H-pyrrolo[2,3-d]pyrimidin-4-yl)-1H-pyrazol-1-yl]azetidin-3-yl}acetonitril